4-[(7-Chloro-3-iodo-1,6-naphthyridin-5-yl)oxy]cyclohexanamine ClC1=NC(=C2C=C(C=NC2=C1)I)OC1CCC(CC1)N